C(#N)C(C)(C)C1=CC=C(C=N1)N(C(OC(C)(C)C)=O)CC#C tert-butyl (6-(2-cyanopropan-2-yl)pyridin-3-yl)(prop-2-yn-1-yl)carbamate